Methyl (2S)-2-{[(E)-({2-chloro-4-fluoro-5-[3-methyl-2,6-dioxo-4-(trifluoromethyl)-3,6-dihydropyrimidin-1(2H)-yl]phenyl}methyliden)amino]oxy}propanoate ClC1=C(C=C(C(=C1)F)N1C(N(C(=CC1=O)C(F)(F)F)C)=O)\C=N\O[C@H](C(=O)OC)C